(S)-1-((4-(3-chloro-2-methylphenylamino)-2-methylpyrido[3,2-d]pyrimidin-7-yl)methyl)-3-methylpyrrolidin-3-ol ClC=1C(=C(C=CC1)NC=1C2=C(N=C(N1)C)C=C(C=N2)CN2C[C@](CC2)(O)C)C